ClC1=C(C=C2C(=C(N(C2=C1F)C)C=1NC(=NN1)C(C)N1CCOCC1)N1C=NC=C1)OC 4-(1-(5-(6-chloro-7-fluoro-3-(1H-imidazol-1-yl)-5-methoxy-1-methyl-1H-indol-2-yl)-4H-1,2,4-triazol-3-yl)ethyl)morpholine